C(C)(C)(C)OC(=O)N1[C@@H]2[C@@H]([C@@H](C[C@H]1CC2)NC2=CN=C(N=N2)Cl)F |r| (±)-(1S,2R,3R,5R)-3-((3-chloro-1,2,4-triazin-6-yl)amino)-2-fluoro-8-azabicyclo[3.2.1]octane-8-carboxylic acid tert-butyl ester